((S)-1-acryloylazetidin-2-yl)methyl ((R)-2-phenyl-1-((3aS,4S,6S,7aR)-3a,5,5-trimethylhexahydro-4,6-methanobenzo[d][1,3,2]dioxaborol-2-yl)ethyl)carbamate C1(=CC=CC=C1)C[C@@H](B1O[C@@]2([C@H](O1)C[C@H]1C([C@@H]2C1)(C)C)C)NC(OC[C@H]1N(CC1)C(C=C)=O)=O